12-(2-bromo-2-methylpropanamido)dodecanoic acid BrC(C(=O)NCCCCCCCCCCCC(=O)O)(C)C